C(C)(C)(C)C(C)S(=O)(=O)N tert-butyl-ethanesulfonamide